FC1=C(C=C(C(=C1)F)F)[N+]#[C-] 2,4,5-TRIFLUORO-PHENYLISOCYANIDE